titanic hydroxide [OH-].[Ti+4].[OH-].[OH-].[OH-]